N2-[[3-[(2,1,3-Benzothiadiazol-4-ylsulfonyl)amino]-2-thienyl]carbonyl]-L-arginine N=1SN=C2C1C=CC=C2S(=O)(=O)NC2=C(SC=C2)C(=O)N[C@@H](CCCNC(N)=N)C(=O)O